6-Hydroxy-heptadecanoic acid OC(CCCCC(=O)O)CCCCCCCCCCC